OC[C@@H]1[C@H]([C@H]([C@@H](O1)O)O)O (2R,3R,4S,5R)-5-(hydroxymethyl)oxolane-2,3,4-triol